The molecule is an organic cation obtained by protonation of neutral red free base. It is a conjugate acid of a neutral red base. [H+].CC1=CC2=NC3=C(C=C(C=C3)N(C)C)N=C2C=C1N